[(4S)-4-Amino-1-(3-methyl-6-{[2-(3-methylpyridin-2-yl)-[1,3]thiazolo[5,4-c]pyridin-6-yl]amino}pyridin-2-yl)pyrrolidin-2-yl]methanol N[C@H]1CC(N(C1)C1=NC(=CC=C1C)NC1=CC2=C(C=N1)SC(=N2)C2=NC=CC=C2C)CO